3-cyano-5-methallylamino-1-(2,6-dichloro-4-trifluoromethylphenyl)-4-trifluoromethylsulfinyl-pyrazole C(#N)C1=NN(C(=C1S(=O)C(F)(F)F)NCC(C)=C)C1=C(C=C(C=C1Cl)C(F)(F)F)Cl